tert-butyl (1-(benzofuran-2-yl)-1-oxopropan-2-yl)(methyl)carbamate O1C(=CC2=C1C=CC=C2)C(C(C)N(C(OC(C)(C)C)=O)C)=O